C1(CC1)CNC1=NC=NC2=CC=C(C=C12)I N-(cyclopropylmethyl)-6-iodoquinazolin-4-amine